N-[6-[(2-fluoro-4-pyridinyl)amino]-1,3-benzothiazol-2-yl]carbamic acid tert-butyl ester C(C)(C)(C)OC(NC=1SC2=C(N1)C=CC(=C2)NC2=CC(=NC=C2)F)=O